1-oxo-7-[(5-piperazin-1-yl-2-pyridyl)amino]-2,3-dihydropyrrolo[3,4-c]pyridine-4-carboxamide O=C1NCC=2C(=NC=C(C21)NC2=NC=C(C=C2)N2CCNCC2)C(=O)N